3-(1-ethoxyvinyl)-6-methyl-7-(2,3,5-trifluorophenyl)pyrazolo[3,2-b][1,3]Thiazole-2-carboxylic acid ethyl ester C(C)OC(=O)C1=C(N2C(S1)=C(C(=N2)C)C2=C(C(=CC(=C2)F)F)F)C(=C)OCC